(S,E)-4-(3-(4-(8-(2,4-dichlorophenyl)-6,7-dihydro-5H-benzo[7]annulen-9-yl)phenoxy)pyrrolidin-1-yl)-N,N-dimethylbut-2-enamide ClC1=C(C=CC(=C1)Cl)C=1CCCC2=C(C1C1=CC=C(O[C@@H]3CN(CC3)C/C=C/C(=O)N(C)C)C=C1)C=CC=C2